sodium-manganese oxide hydrate O.[O-2].[Mn+2].[Na+]